C(C)N(C(=O)[C@@H]1CN(C)[C@@H]2CC3=CNC4=CC=CC(C2=C1)=C34)CC D-Isolysergic acid diethylamide